trisodium ethylenediaminetetraacetic acid salt C(CN(CC(=O)[O-])CC(=O)[O-])N(CC(=O)O)CC(=O)[O-].[Na+].[Na+].[Na+]